ClC(C(=O)O)F CHLOROFLUOROACETIC ACID